2,6-dimethylheptanal CC(C=O)CCCC(C)C